dimethylallyl-p-methylbenzylammonium chloride [Cl-].CC(=CC[NH2+]CC1=CC=C(C=C1)C)C